[1-(4-oxazol-2-ylpyrimidin-2-yl)-4-piperidyl]-[(3S)-3-pyrazin-2-ylisoxazolidin-2-yl]methanone O1C(=NC=C1)C1=NC(=NC=C1)N1CCC(CC1)C(=O)N1OCC[C@H]1C1=NC=CN=C1